N-(6-((2,5-Difluorophenyl)amino)-1H-pyrazolo[3,4-b]pyridin-3-yl)-4-(1-methylpiperidin-4-yl)benzamid FC1=C(C=C(C=C1)F)NC1=CC=C2C(=N1)NN=C2NC(C2=CC=C(C=C2)C2CCN(CC2)C)=O